4-Chloro-7-(4-{6-[4-({4-[4-(2,4-dioxo-1,3-diazinan-1-yl)-1H-indol-1-yl]piperidin-1-yl}methyl)piperidin-1-yl]pyridin-3-yl}piperidin-1-yl)-1H-indole-3-carbonitrile ClC1=C2C(=CNC2=C(C=C1)N1CCC(CC1)C=1C=NC(=CC1)N1CCC(CC1)CN1CCC(CC1)N1C=CC2=C(C=CC=C12)N1C(NC(CC1)=O)=O)C#N